COC(C(CNC(=O)OCC1=CC=CC=C1)O)=O.C(#C)C=1SC=C(N1)C(=O)NC[C@H](C1=CC=CC=C1)O (S)-2-ethynyl-N-(2-hydroxy-2-phenylethyl)thiazole-4-carboxamide methyl-3-(((benzyloxy)carbonyl)amino)-2-hydroxypropionate